CN(C=1C=CN=C2C(=CC(=NC12)C=1C=C2CN(C(C2=CC1)=O)C1C(NC(CC1)=O)=O)CN1CCCC1)C 3-(5-(8-(dimethylamino)-4-(pyrrolidin-1-ylmethyl)-1,5-naphthyridin-2-yl)-1-oxoisoindolin-2-yl)piperidine-2,6-dione